C(C(C)C)N1C=NC=2C=NC=3C=CC=CC3C21 isobutyl-1H-imidazo[4,5-c]quinoline